N-(2-methacryloyloxy-pentadecyl)-2-pyrrolidone C(C(=C)C)(=O)OC(CN1C(CCC1)=O)CCCCCCCCCCCCC